bis-(2-methoxy-4-hydroxy-5-benzoylphenyl)-methane COC1=C(C=C(C(=C1)O)C(C1=CC=CC=C1)=O)CC1=C(C=C(C(=C1)C(C1=CC=CC=C1)=O)O)OC